tert-butyl (S)-3-(3-amino-5-(pyridin-3-yl)thiophene-2-carboxamido)piperidine-1-carboxylate NC1=C(SC(=C1)C=1C=NC=CC1)C(=O)N[C@@H]1CN(CCC1)C(=O)OC(C)(C)C